((2,5-dioxopyrrolidine-1-yl)oxy)carbonyl-phenylboronic acid O=C1N(C(CC1)=O)OC(=O)C1=C(C=CC=C1)B(O)O